7-methoxy-1H-benzimidazole-5-formamide COC1=CC(=CC2=C1NC=N2)C(=O)N